N-(5-(2-chloro-3-(difluoromethyl)benzoyl)-5,6-dihydro-4H-pyrrolo[3,4-d]thiazol-2-yl)-4-(5-cyano-2-methoxyphenyl)-6-methylnicotinamide ClC1=C(C(=O)N2CC=3N=C(SC3C2)NC(C2=CN=C(C=C2C2=C(C=CC(=C2)C#N)OC)C)=O)C=CC=C1C(F)F